[2-(6,7-dihydro-5H-pyrrolo[1,2-c]imidazol-1-yl)-2-(4-fluoro-6-iodo-1-oxo-isoindolin-2-yl)acetyl]lithium oxide [O-2].C1(=C2N(C=N1)CCC2)C(C(=O)[Li])N2C(C1=CC(=CC(=C1C2)F)I)=O